(R)-4-((tert-butyldimethylsilyl) oxy)-6-methyloct-6,7-dien-1-yl pivalate C(C(C)(C)C)(=O)OCCC[C@H](CC(=C=C)C)O[Si](C)(C)C(C)(C)C